CC1=NOC(=C1C=1C=C(C=CC1OC[C@@H]1NCCCC1)NC(C1=CC=CC=C1)=O)C (R)-N-(3-(3,5-dimethylisoxazol-4-yl)-4-(piperidin-2-ylmethoxy)phenyl)benzamide